COC(=O)C=1C=2C=CC=CC2N=C2C3=C(CCC12)C=CC=C3 5,6-Dihydrobenzo[c]acridine-7-carboxylic acid methyl ester